1-(3-((4-((3-Methyl-4-((1-methyl-1H-benzo[d]imidazol-5-yl)oxy)phenyl)amino)quinazolin-6-yl)oxy)-8-azabicyclo[3.2.1]octan-8-yl)prop-2-en-1-one CC=1C=C(C=CC1OC1=CC2=C(N(C=N2)C)C=C1)NC1=NC=NC2=CC=C(C=C12)OC1CC2CCC(C1)N2C(C=C)=O